(3-(1-(4-chlorobenzyl)-1H-1,2,3-triazol-4-yl)phenyl)-7-methoxy-6-(3-morpholinopropoxy)quinazolin-4-amine ClC1=CC=C(CN2N=NC(=C2)C=2C=C(C=CC2)C2=NC3=CC(=C(C=C3C(=N2)N)OCCCN2CCOCC2)OC)C=C1